C(C)(C)C=1C(=NNC1C=1C=C(C=2N(C1)N=CN2)OC)C=2SC(=CN2)N2CCC(CC2)NCC(C)(C)OC 1-(2-(4-isopropyl-5-(8-methoxy-[1,2,4]triazolo[1,5-a]pyridin-6-yl)-1H-pyrazol-3-yl)thiazol-5-yl)-N-(2-methoxy-2-methylpropyl)piperidin-4-amine